CN(P(O)(O)(CC1=CC=CC=C1)CC1=CC=CC=C1)C dibenzyl-phosphorous dimethylamide